C[Pb](C)(C)C Tetramethyl-lead